6-fluoro-2-methyl-2,4-dihydrobenzopyrano[3,4-c]pyrazole-8-carboxamide FC1=CC(=CC2=C1OCC1=NN(C=C12)C)C(=O)N